ClC1=CC=C(C(=N1)C(=O)NS(=O)(=O)C)N[C@H](C)C=1C=C(C=C2C(N(C(=NC12)N1CCC(CC1)N1N=CC(=C1)C1=CC=CC=C1)C)=O)C (R)-6-chloro-3-((1-(3,6-dimethyl-4-oxo-2-(4-(4-phenyl-1H-pyrazol-1-yl)piperidin-1-yl)-3,4-dihydroquinazolin-8-yl)ethyl)amino)-N-(methylsulfonyl)picolinamide